tert-Butyl 4-(4-(((6-fluoro-2-(2-methoxyimidazo[2,1-b][1,3,4]thiadiazol-6-yl)benzofuran-4-yl)oxy)methyl)-5-methylthiazol-2-yl)benzoate FC1=CC2=C(C=C(O2)C=2N=C3SC(=NN3C2)OC)C(=C1)OCC=1N=C(SC1C)C1=CC=C(C(=O)OC(C)(C)C)C=C1